CC1(OCCN(C1)C(C1=CC=C2C(N=C(S2)C)=C1O)C1=NC=CC=C1F)C 5-((2,2-dimethylmorpholino)(3-fluoropyridin-2-yl)methyl)-2-methylbenzo[d]thiazol-4-ol